4-amino-N-(1-(4-chloro-3-formylbenzyl)-6-methylisoquinolin-5-yl)thieno[3,2-d]pyrimidine NC=1C2=C(N(CN1)C1=C3C=CN=C(C3=CC=C1C)CC1=CC(=C(C=C1)Cl)C=O)C=CS2